N1N=NN=C1C(=O)C=1C(NC2=CC=CC=C2C1)=O 3-(5-tetrazolylcarbonyl)-2-quinolone